N-(prop-2-yn-1-yl)-4-(trifluoromethyl)nicotinamide 2-Cyanoethyl-N,N,N',N'-tetraisopropylphosphorodiamidite C(#N)CCOP(N(C(C)C)C(C)C)N(C(C)C)C(C)C.C(C#C)NC(C1=CN=CC=C1C(F)(F)F)=O